4-[2-(Benzylamino)-2-oxoethoxy]-N-(2,3-dimethylphenyl)benzamid C(C1=CC=CC=C1)NC(COC1=CC=C(C(=O)NC2=C(C(=CC=C2)C)C)C=C1)=O